O=C1NC(CCC1N1C(C2=CC=CC(=C2C1=O)N1CCC(CC1)NC)=O)=O 2-(2,6-dioxopiperidin-3-yl)-4-(4-(methylamino)piperidin-1-yl)isoindoline-1,3-dione